3-(3,6-dichloropyridin-2-yl)-4-methyl-1-phenyl-1H-1,2,4-triazol-5(4H)-one ClC=1C(=NC(=CC1)Cl)C1=NN(C(N1C)=O)C1=CC=CC=C1